COC1=C(N)C=C(C=C1)Cl 2-methoxy-5-chloroaniline